[Na].C(C)N([C@@H](C(C1=CC=CC=C1)=N)C(=O)O)CCCCCC N-ethylhexyl-beta-iminophenylalanine sodium